ClC1=CC(=C(C(=C1)Cl)NC(=O)C=1N(N=C(C1)C(F)(F)F)C1=NC=CC=C1Cl)C(N=S(CC)CC)=O N-[4,6-dichloro-2-[(diethyl-lambda4-sulfanylidene)carbamoyl]-phenyl]-2-(3-chloro-2-pyridyl)-5-(trifluoromethyl)pyrazole-3-carboxamide